N-(3-(5-chloro-2-methoxyphenyl)-1-methyl-1H-pyrazol-4-yl)-1H-pyrazolo[4,3-c]pyridine-7-carboxamide ClC=1C=CC(=C(C1)C1=NN(C=C1NC(=O)C=1C2=C(C=NC1)C=NN2)C)OC